((1s,3s)-3-Hydroxy-3-methylcyclobutyl)(7-(6-(1-methylcyclopropyl)pyridin-2-yl)-2-azaspiro[3.5]nonan-2-yl)methanon OC1(CC(C1)C(=O)N1CC2(C1)CCC(CC2)C2=NC(=CC=C2)C2(CC2)C)C